(2R,3S,5R)-2-(4-(cyclopentylamino)phenyl)-1-(2,6-dimethylbenzoyl)-N-(4-methyl-3-(trifluoromethyl)phenyl)-5-(trifluoromethyl)piperidine-3-carboxamide C1(CCCC1)NC1=CC=C(C=C1)[C@@H]1N(C[C@@H](C[C@@H]1C(=O)NC1=CC(=C(C=C1)C)C(F)(F)F)C(F)(F)F)C(C1=C(C=CC=C1C)C)=O